FC1=C(C=C(C(=C1)C1=NC(=CC=C1)OCC1=CC2=C(N(N=C2)C)S1)F)CC=1N(C2=C(N1)C=CC(=C2)C(=O)O)C[C@H]2OCC2 2-[[2,5-difluoro-4-[6-[(1-methylthieno[2,3-c]pyrazol-5-yl)methoxy]-2-pyridyl]phenyl]methyl]-3-[[(2S)-oxetan-2-yl]methyl]benzimidazole-5-carboxylic acid